tert-butyl N-[(3R)-8-[5-(1-cyano-1-methyl-ethyl)-1,3,4-oxadiazol-2-yl]-5,5,7-trifluoro-1-[[4-(5-methoxy-2-pyridyl)phenyl]methyl]-2-oxo-3,4-dihydro-1-benzazepin-3-yl]carbamate C(#N)C(C)(C)C1=NN=C(O1)C1=CC2=C(C(C[C@H](C(N2CC2=CC=C(C=C2)C2=NC=C(C=C2)OC)=O)NC(OC(C)(C)C)=O)(F)F)C=C1F